5-[[2-[(2S,5R)-2-(4-hydroxycyclohexyl)-5-methyl-1-piperidyl]-2-oxo-acetyl]amino]pyridine-3-carboxamide OC1CCC(CC1)[C@H]1N(C[C@@H](CC1)C)C(C(=O)NC=1C=C(C=NC1)C(=O)N)=O